1-(4-(2-bromoacetyl)phenyl)-3-(5-(tert-butyl)isoxazol-3-yl)urea BrCC(=O)C1=CC=C(C=C1)NC(=O)NC1=NOC(=C1)C(C)(C)C